C(OCC)(OCOC1=CC(=CC(=C1C1C(CCC(=C1)C)C(=C)C)OCOC(OCC)=O)CCCCC)=O diethyl (((5'-methyl-4-pentyl-2'-(prop-1-en-2-yl)-1',2',3',4'-tetrahydro-[1,1'-biphenyl]-2,6-diyl)bis(oxy))bis(methylene)) bis(carbonate)